COC1=NC=C(C(=O)NC2=C(C(=NN2C)C(F)(F)F)Cl)C=C1 6-methoxy-N-(4-chloro-1-methyl-3-(trifluoromethyl)-1H-pyrazol-5-yl)nicotinamide